aminopropylmethoxyethoxysilane NCCC[SiH2]OCCOC